2,4-Diphenyl-6-[3-(triphenylsilyl)phenyl]-1,3,5-triazine C1(=CC=CC=C1)C1=NC(=NC(=N1)C1=CC=CC=C1)C1=CC(=CC=C1)[Si](C1=CC=CC=C1)(C1=CC=CC=C1)C1=CC=CC=C1